C(C)C1=CC(OC2=CC(=C(C=C12)CC)NCC)=O 4,6-diethyl-7-ethylamino-coumarin